(3S,4R)-1-{(5S)-5-[3-(2,6-difluorophenyl)-5-methylpyridin-2-yl]-4,5-dihydro-1,2-oxazol-3-yl}-4-fluoro-4-methylpyrrolidin FC1=C(C(=CC=C1)F)C=1C(=NC=C(C1)C)[C@@H]1CC(=NO1)N1CC[C@@](C1)(C)F